C(C)(C)(C)OC(NCCCCC1CCNCC1)=O N-[4-(4-piperidinyl)butyl]carbamic acid tert-butyl ester